CC=1N=C(OC1)C(C)C1=C(C(=O)N)C=CC=C1C(=O)N (1-(4-methyloxazol-2-yl)ethyl)isophthalamide